CCS monomethyl-methyl mercaptan